Ethyl-2-(5-chloro-2-ethoxy-3-iodo-4-methylphenyl)-2-methyl-1,3-dioxolane C(C)C1OC(OC1)(C)C1=C(C(=C(C(=C1)Cl)C)I)OCC